C(C)(C)(C)OC(=O)NC1=CC=C(OC2=CC(=CC=C2)OC2=CC=C(C=C2)NC(=O)OC(C)(C)C)C=C1 1,3-bis[4-(tert-butoxycarbonylamino)phenoxy]benzene